N-((R)-1-(3-(difluoromethyl)-2-fluorophenyl)ethyl)-2-methyl-6-(tetrahydrofuran-3-yl)-7,8-Dihydro-6H-pyrrolo[2,3-g]quinazolin-4-amine FC(C=1C(=C(C=CC1)[C@@H](C)NC1=NC(=NC2=CC3=C(C=C12)N(CC3)C3COCC3)C)F)F